[O-2].[Cr+3].[Cr+3].[O-2].[O-2] dichromium oxide